DIHYDRO-CYCLOPENTA-ISOQUINOLINE C1NCC=C2C=CC=3C(=C12)C=CC3